N[C@]1(C(N(C2=CC=C(C=C12)OC(F)(F)F)C(C1=CC=CC=C1)(C1=CC=CC=C1)C1=CC=CC=C1)=O)C1=CC=C(C=C1)OC (R)-3-amino-3-(4-methoxyphenyl)-5-(trifluoromethoxy)-1-triphenylmethylindol-2-one